CC1=CC=C(C=C1)S(=O)(=O)OCC(CCN1N=CC=C(C1=O)C1=CC=CC=C1)O 2-hydroxy-4-(6-oxo-5-phenylpyridazin-1(6H)-yl)butyl 4-methylbenzenesulfonate